C1(CCC1)N1N=CC(=C1)NC1=NC=C(C(=N1)NC1=C2CCNC(C2=CC=C1)=O)C(=O)N 2-[(1-cyclobutyl-1H-pyrazol-4-yl)amino]-4-[(1-oxo-1,2,3,4-tetrahydroisoquinolin-5-yl)amino]pyrimidine-5-carboxamide